FC1=C(OC(=O)C2=CC(=C(C=C2)S(=O)(=O)[O-])O)C=CC=C1.C(C)[N+](CC)(CC)CC Tetraethylammonium 4-((2-fluorophenoxy)carbonyl)-2-hydroxybenzenesulfonate